(2S,4r)-1-[(2S)-3,3-dimethyl-2-[4-(5-quinolinyl)triazol-1-yl]butyryl]-4-hydroxy-N-methyl-pyrrolidine-2-carboxamide CC([C@@H](C(=O)N1[C@@H](C[C@H](C1)O)C(=O)NC)N1N=NC(=C1)C1=C2C=CC=NC2=CC=C1)(C)C